tert-butyl 3-acetoxy-3-ethynyl-pyrrolidine-1-carboxylate C(C)(=O)OC1(CN(CC1)C(=O)OC(C)(C)C)C#C